ethyl 2-((2-acetyl-5-bromo-3-chlorophenyl)(isopropyl)amino)-2-oxoacetate C(C)(=O)C1=C(C=C(C=C1Cl)Br)N(C(C(=O)OCC)=O)C(C)C